(5,6-dichloro-3-pyridinyl)methylamine ClC=1C=C(C=NC1Cl)CN